NC=1C=C(C=C2C=C(N=CC12)NC(=O)[C@H]1[C@@H](C1)C#N)C=1C(=NNC1)C(F)(F)F |r| (±)-trans-N-[8-amino-6-[3-(trifluoromethyl)-1H-pyrazol-4-yl]-3-isoquinolyl]-2-cyano-cyclopropaneCarboxamide